The molecule is the methanesulfonic acid salt of dihydroergotamine, a semisynthetic ergot alkaloid with weaker oxytocic and vasoconstrictor properties than ergotamine. Both the mesylate and the tartrate salts are used for the treatment of migraine and orthostatic hypotension. It has a role as a serotonergic agonist, a non-narcotic analgesic and a vasoconstrictor agent. It contains a dihydroergotamine. C[C@@]1(C(=O)N2[C@H](C(=O)N3CCC[C@H]3[C@@]2(O1)O)CC4=CC=CC=C4)NC(=O)[C@@H]5C[C@H]6[C@@H](CC7=CNC8=CC=CC6=C78)N(C5)C.CS(=O)(=O)O